ClC=1C(=NC=C(N1)N1CC(CCC1)N1C(N2C(CCCC2)C1)=O)C=O 3-Chloro-5-(3-(3-oxohexahydroimidazo[1,5-a]pyridin-2(3H)-yl)piperidin-1-yl)pyrazine-2-Formaldehyde